3-[[[(tert-butyl)thio]sulfoxymethyl]thio]propanoic acid C(C)(C)(C)SC(SCCC(=O)O)OS(=O)(=O)O